C(C)(C)C1=CC(=NN1)C(=O)N1C[C@H]2C([C@H]2C1)C=1OC(=NN1)C (5-isopropyl-1H-pyrazol-3-yl)[(1R,5S,6r)-6-(5-methyl-1,3,4-oxadiazol-2-yl)-3-azabicyclo[3.1.0]hex-3-yl]methanone